ClC1=CC(=C(O[C@H](C(=O)OC(C)(C)C)C(C)C)C=C1)C1=NOCC1OCCCC (2S)-tert-butyl 2-[4-chloro-2-(4-butoxy-4,5-dihydroisoxazol-3-yl) phenoxy]-3-methylbutyrate